2-formyl-1H-indole-5-carboxylic acid ethyl ester C(C)OC(=O)C=1C=C2C=C(NC2=CC1)C=O